5-methoxyaminomethyl-2-thio-uracil CONCC=1C(NC(NC1)=S)=O